BrC1=CC(=CC=2N=C3OC[C@@H]4COCCN4C3=NC12)F (7S)-16-bromo-14-fluoro-5,9-dioxa-2,11,18-triazatetracyclo[8.8.0.02,7.012,17]octadeca-1(18),10,12(17),13,15-pentaene